6-phenyl-2H-spiro[silino[2,3-c]pyridine-1,1'-silolane] C1(=CC=CC=C1)C=1C=C2C(=CN1)[Si]1(CCCC1)CC=C2